(S)-1-(2-fluoro-5-(2-hydroxyethoxy)benzyl)-3,4-dimethyl-2-oxo-N-(2,4,6-trifluorobenzyl)-1,2,3,4-tetrahydroquinazoline-7-carboxamide FC1=C(CN2C(N([C@H](C3=CC=C(C=C23)C(=O)NCC2=C(C=C(C=C2F)F)F)C)C)=O)C=C(C=C1)OCCO